2-((4-methyl-3-((1-(3-(1-methyl-1H-pyrazol-4-yl)naphthalen-1-yl)ethyl)carbamoyl)phenyl)carbamoyl)piperidine-1-carboxylate CC1=C(C=C(C=C1)NC(=O)C1N(CCCC1)C(=O)[O-])C(NC(C)C1=CC(=CC2=CC=CC=C12)C=1C=NN(C1)C)=O